FC(OC=1C(=CC=2[C@@H]3N(N4C(C2C1)=CC(C(=C4)C(=O)OCC)=O)C(CC3)(C)C)C#C[Si](C)(C)C)F ethyl (R)-11-(difluoromethoxy)-3,3-dimethyl-8-oxo-12-((trimethylsilyl)ethynyl)-2,3,8,13b-tetrahydro-1H-pyrido[2,1-a]pyrrolo[1,2-c]phthalazine-7-carboxylate